BrC1=CC=C(CC2(CC2)NC(OCC2=CC=CC=C2)=O)C=C1 benzyl (1-(4-bromobenzyl)cyclopropyl)carbamate